C(C=C)NCCCCC N-allyl-1-pentanamine